3-amino-2-methyl-1H-indole-7-carbonitrile NC1=C(NC2=C(C=CC=C12)C#N)C